5-(8-Methoxy-[1,2,4]triazolo[1,5-a]pyridin-6-yl)-6-methyl-1-(1-methylpiperidin-4-yl)-1,3-dihydro-2H-benzo[d]imidazol-2-on COC=1C=2N(C=C(C1)C1=CC3=C(N(C(N3)=O)C3CCN(CC3)C)C=C1C)N=CN2